bromo-1,2-dihydro-3H-indazol-3-one BrN1NC(C2=CC=CC=C12)=O